CN1C(C=C(C=C1)C(=O)O)=O 1-methyl-2-oxo-1,2-dihydropyridine-4-carboxylic acid